1-[[2-(2,4-dichlorophenyl)-4-ethyl-1,3-dioxolan-2-yl]methyl]-1H-1,2,4-triazole ClC1=C(C=CC(=C1)Cl)C1(OCC(O1)CC)CN1N=CN=C1